NC1=C2C3=NN=C(C(CCCCC4CCN(C(C(=C1)C(F)(F)F)=N2)C4)(O)C(F)(F)F)O3 16-amino-10,18-bis(trifluoromethyl)-20-oxa-2,12,13,19-tetraazatetracyclo[13.3.1.12,5.111,14]heneicosan-1(19),11,13,15,17-penta-en-10-ol